CC1=C(C(=O)[O-])C(=CC=C1OC1=C(C(=CC(=C1F)N(S(=O)(=O)CCC)S(=O)(=O)CCC)F)F)[N+](=O)[O-] 2-methyl-6-nitro-3-(2,3,6-trifluoro-5-(N-(propylsulfonyl)propylsulfonamido)phenoxy)benzoate